ClC1=NN2C(C=N1)=C(C=C2C2(CC2)C#C)F 2-chloro-7-(1-ethynylcyclopropyl)-5-fluoropyrrolo[2,1-f][1,2,4]triazine